ClC=1C=C(N)C=CC1OC[C@@H]1COCC1 (S)-3-Chloro-4-((tetrahydrofuran-3-yl)methoxy)aniline